perfluoro-undecane-5,7-dione silver (I) [Ag+].FC(C(C(C(C(C(C(C(C(C(C(F)(F)F)(F)F)(F)F)(F)F)=O)(F)F)=O)(F)F)(F)F)(F)F)(F)F